[Ti+4].CN([SiH]=O)C dimethylsilanamide titanium (IV)